C([C@@H](O)C)(=O)C(C(=O)O)(O)C L-lactyllactic acid